4-(4-(bis(4-methoxyphenyl)amino)phenyl)-6-methylthiothieno[3,4-b]thiophene COC1=CC=C(C=C1)N(C1=CC=C(C=C1)C=1SC(=C2SC=CC21)SC)C2=CC=C(C=C2)OC